Tetradecyl (7-((2R,4S,5R)-4-((tert-butyldimethylsilyl)oxy)-5-(((tert-butyldimethylsilyl)oxy)methyl)-5-ethynyltetrahydrofuran-2-yl)-2-chloro-7H-pyrrolo[2,3-d]pyrimidin-4-yl)carbamate [Si](C)(C)(C(C)(C)C)O[C@H]1C[C@@H](O[C@]1(C#C)CO[Si](C)(C)C(C)(C)C)N1C=CC2=C1N=C(N=C2NC(OCCCCCCCCCCCCCC)=O)Cl